BrC1=C2CCN(CC2=CC(=C1)NC=1N=NC(=C(N1)NC1=C(C=CC=C1)O)C(=O)N)C ((5-bromo-2-methyl-1,2,3,4-tetrahydroisoquinolin-7-yl)amino)-5-((2-hydroxyphenyl)amino)-1,2,4-triazine-6-carboxamide